trihydroxytrimellitaldehyde OC=1C(=C(C(=C(C1C=O)C=O)O)C=O)O